(S)-7-chloro-3-((R)-1-hydroxyethyl)-5-phenyl-1H-benzo[e][1,4]diazepin-2(3H)-one ClC1=CC2=C(NC([C@@H](N=C2C2=CC=CC=C2)[C@@H](C)O)=O)C=C1